2-(4-bromo-3-methylnaphthalen-2-yl)-1,3,4-oxadiazole BrC1=C(C(=CC2=CC=CC=C12)C=1OC=NN1)C